CCC(CC(=O)OOC(C)C)=O.CCC(CC(=O)OOC(C)C)=O.[Zr] zirconium bis(isopropoxy) bis(methylacetoacetate)